(E)-2-((4,5-dihydroxy-2-iodo-benzyl)amino)-2-oxoethyl 3,7-dimethylocta-2,6-dienoate C\C(=C/C(=O)OCC(=O)NCC1=C(C=C(C(=C1)O)O)I)\CCC=C(C)C